COC1=C(N)C(=C(C=C1OC)OC)OC 2,3,5,6-tetramethoxyaniline